((S)-2-(2-Chlorophenyl)-4,4-difluoropiperidin-1-yl)-N-((R,E)-4-(methylsulfonyl)but-3-en-2-yl)benzamide ClC1=C(C=CC=C1)[C@H]1N(CCC(C1)(F)F)C1=C(C(=O)N[C@H](C)\C=C\S(=O)(=O)C)C=CC=C1